N-[(3S)-3-(4-chlorophenyl)-3-hydroxypropyl]-2-methoxy-5-{2-propanamidoimidazo[1,2-b]pyridazin-6-yl}pyridine-3-carboxamide ClC1=CC=C(C=C1)[C@H](CCNC(=O)C=1C(=NC=C(C1)C=1C=CC=2N(N1)C=C(N2)NC(CC)=O)OC)O